C(N)(=O)C=1C=C(N=C2C(=CC=NC12)N[C@H]1CC(CN(C1)C(=O)OC(C)(C)C)(F)F)C1=CC=C(C=C1)OC tert-butyl (5S)-5-{[8-carbamoyl-6-(4-methoxyphenyl)-1,5-naphthyridin-4-yl]amino}-3,3-difluoropiperidine-1-carboxylate